BrC1=NC=C(C(=C1)OC=1C(=NC(=NC1)N)NN)C(C)C 5-((2-bromo-5-isopropylpyridin-4-yl)oxy)-4-hydrazineyl-pyrimidin-2-amine